(-)-17-methyl-3-morphinanol CN1[C@H]2[C@@H]3CCCC[C@@]3(C=3C=C(C=CC3C2)O)CC1